CC(C)NC1CN(CC1)C=1N=NC(=CN1)C1=C(C=C(C=C1)C=1N=NNC1)O 2-(3-{3-[(propan-2-yl)amino]pyrrolidin-1-yl}-1,2,4-triazin-6-yl)-5-(1H-1,2,3-triazol-4-yl)phenol